(trans)-cyclooctene C/1=C\CCCCCC1